FC=1C=CC2=C(N=C(O2)[C@H]2N(CCC3=C2N=CN3)C(=O)C3=CN=C(S3)C3=NC=CC=C3)C1 (S)-(4-(5-fluorobenzo[d]oxazol-2-yl)-6,7-dihydro-1H-imidazo[4,5-c]pyridin-5(4H)-yl)(2-(pyridin-2-yl)thiazol-5-yl)methanone